CC1=CC=C(C=C1)S(=O)(=O)O.NC[C@H](C1=CC(=CC=C1)Cl)NC(=O)C=1N=CN(C1)C1=NC(=NC=C1C)NC1CCOCC1 (S)-N-(2-amino-1-(3-chlorophenyl)ethyl)-1-(5-methyl-2-((tetrahydro-2H-pyran-4-yl)amino)pyrimidin-4-yl)-1H-imidazole-4-carboxamide p-toluenesulfonic acid salt